BrCC1=CC2=C([N+](=C(N=[N+]2[O-])NCCC(=O)OC(C)C)[O-])C=C1 7-(Bromomethyl)-3-((3-isopropoxy-3-oxopropyl)amino)benzo[e][1,2,4]triazine-1,4-dioxide